2-(3-ethoxy-4-methoxy-5-methylsulfanylphenyl)ethanamine C(C)OC=1C=C(C=C(C1OC)SC)CCN